(2R)-6-chloro-4-oxo-N-(3-{1-[cis-3-(trifluoromethoxy)cyclobutyl]-1H-1,2,3-triazol-4-yl}bicyclo[1.1.1]pentan-1-yl)-3,4-dihydro-2H-1-benzopyran-2-carboxamide ClC=1C=CC2=C(C(C[C@@H](O2)C(=O)NC23CC(C2)(C3)C=3N=NN(C3)[C@@H]3C[C@@H](C3)OC(F)(F)F)=O)C1